NC1=NC=NC=2N(C3=CC=C(C=C3C21)C(F)(F)F)CC(=O)N2[C@@H](C[C@H](C2)F)C(=O)NC2=NC(=CC=C2)Cl (2S,4R)-1-(2-(4-amino-6-(trifluoromethyl)-9H-pyrimido[4,5-b]indol-9-yl)acetyl)-N-(6-chloropyridin-2-yl)-4-fluoropyrrolidine-2-carboxamide